6-Fluoro-5-(1'-isobutyl-[1,4'-bipiperidin]-4-yl)-1-methyl-2-(4-(methylsulfonyl)phenyl)-1H-benzo[d]imidazol FC=1C(=CC2=C(N(C(=N2)C2=CC=C(C=C2)S(=O)(=O)C)C)C1)C1CCN(CC1)C1CCN(CC1)CC(C)C